2,2'-bis(trifluoromethyl)-[1,1'-biphenyl]-4,4'-dicarboxylate FC(C1=C(C=CC(=C1)C(=O)[O-])C1=C(C=C(C=C1)C(=O)[O-])C(F)(F)F)(F)F